COC(=O)NC=1N=CC2=C(N1)C(=NN2)C(=O)O 5-((methoxycarbonyl)amino)-1H-pyrazolo[4,3-d]pyrimidine-3-carboxylic acid